1-[(4,4-dimethyl-2-keto-cyclohex-1-yl)methyl]-4-tert-butyloxycarbonylpiperazine CC1(CC(C(CC1)CN1CCN(CC1)C(=O)OC(C)(C)C)=O)C